ClC=1C=C(C=CC1)C[C@@H](C)NC[C@@H](COC1=CC=C(C=C1)N(S(=O)(=O)C)C)O |o1:8| N-(4-((S)-3-(((R) or (S)-1-(3-chlorophenyl)propan-2-yl)amino)-2-hydroxypropoxy)phenyl)-N-methylmethanesulfonamide